cis-2-tridecene-1,1-dicarboxylic anhydride C1(\C=C/CCCCCCCCCC)C(=O)OC1=O